N-(4-aminophenyl)-sulfonamide NC1=CC=C(C=C1)NS(=O)=O